ClC=1C=C2NC(N=C3C2=C(OCC2[C@H]4CC[C@@H](CN32)N4C(=O)OCC4=CC=CC=C4)N1)=O benzyl (6R,9S)-2-chloro-12-oxo-5a,6,7,8,9,10,12,13-octahydro-5H-4-oxa-3,10a,11,13,14-pentaaza-6,9-methanonaphtho[1,8-ab]heptalene-14-carboxylate